(6-Chlorochroman-3-yl)-[1-[(2S)-2-hydroxypropyl]-6-(3-methoxy-1H-pyrazol-4-yl)indol-3-yl]methanone ClC=1C=C2CC(COC2=CC1)C(=O)C1=CN(C2=CC(=CC=C12)C=1C(=NNC1)OC)C[C@H](C)O